methyl 2-[(tert-butoxycarbonylamino)methyl]benzoate C(C)(C)(C)OC(=O)NCC1=C(C(=O)OC)C=CC=C1